1-methyl-6-sulfanyl-pyridin-2-one CN1C(C=CC=C1S)=O